BrC1=C(N=C(N1C)C1=CC=C(C=C1)C(C)Br)C(F)(F)F 5-bromo-2-(4-(1-bromoethyl)phenyl)-1-methyl-4-(trifluoromethyl)-1H-imidazole